C1(CCCC1)C(=O)NC1=CC(=CC(=C1)NC(=O)C1CCCC1)NC(=O)C1CCCC1 1,3,5-tris(cyclopentanecarbonylamino)benzene